5-(7-(4-(diphenylamino)phenyl)benzo[c][1,2,5]thiadiazol-4-yl)thiophene-2-carbaldehyde C1(=CC=CC=C1)N(C1=CC=C(C=C1)C1=CC=C(C=2C1=NSN2)C2=CC=C(S2)C=O)C2=CC=CC=C2